C(C)C=1N=C2N(C=C(C=C2)C2CCN(CC2)CC(=O)N2CC(CC2)CO)C1N(C)C=1SC=C(N1)C1=CC=C(C=C1)F 2-(4-(2-ethyl-3-((4-(4-fluorophenyl)thiazol-2-yl)(methyl)amino)imidazo[1,2-a]pyridin-6-yl)piperidin-1-yl)-1-(3-(hydroxymethyl)pyrrolidin-1-yl)ethanone